hexamethylenebisbehenamide C(CCCCCCCCCCCCCCCCCCCCCCCCCCCCCCCCCCCCCCCCCCCCCCCCC(=O)N)(=O)N